2-(4,4-difluoroazepan-1-yl)-6,7,8,9-tetrahydro-5H-cyclohepta[b]pyridine-3-carboxylic acid FC1(CCN(CCC1)C1=C(C=C2C(=N1)CCCCC2)C(=O)O)F